((3-fluoropyridin-2-yl)methylene)-2-methylpropane-2-sulfinamide FC=1C(=NC=CC1)C=CC(C)(S(=O)N)C